C1=CC=C(C(=C1)C2=CC(=CC=C2)O)O DIHYDROXYBIPHENYL